C1(CC1)C1=C(C(=NO1)C1=C(C=CC=C1Cl)Cl)CO[C@H]1[C@@H]2CN([C@H](C1)C2)C2=C(C=C(C(=O)O)C=C2)F 4-[(1S,4S,5R)-5-{[5-cyclopropyl-3-(2,6-dichlorophenyl)-1,2-oxazol-4-yl]methoxy}-2-azabicyclo[2.2.1]heptan-2-yl]-3-fluorobenzoic acid